N-(1-(3-chloro-5-(trifluoromethyl)pyridin-2-yl)azetidin-3-yl)-3-(difluoromethyl)-1-methyl-1H-pyrazole-4-carboxamide ClC=1C(=NC=C(C1)C(F)(F)F)N1CC(C1)NC(=O)C=1C(=NN(C1)C)C(F)F